(2S,3R,4R)-1-tert-butyl 2-methyl 3-allyl-3-(2-((tert-butyldimethylsilyl)oxy)ethyl)-4-hydroxypyrrolidine-1,2-dicarboxylate C(C=C)[C@]1([C@H](N(C[C@@H]1O)C(=O)OC(C)(C)C)C(=O)OC)CCO[Si](C)(C)C(C)(C)C